NC1=NC=CC(=C1CN1CCC2(COC2)C1)OC1=C(C=C(C=C1)NC(=O)C=1C=NN(C1C(F)(F)F)C1=CC=CC=C1)F N-[4-[[2-amino-3-(2-oxa-7-azaspiro[3.4]octane-7-ylmethyl)-4-pyridyl]oxy]-3-fluoro-phenyl]-1-Phenyl-5-(trifluoromethyl)pyrazole-4-carboxamide